octyl-(benzene) C(CCCCCCC)C1=CC=CC=C1